CC(C)(COP(=O)([O-])OP(=O)([O-])OC[C@@H]1[C@H]([C@H]([C@@H](O1)N2C=NC3=C(N=CN=C32)N)O)OP(=O)([O-])[O-])[C@H](C(=O)NCCC(=O)NCCSC(=O)CC(=O)C4=CC=CC=C4N)O The molecule is an acyl-CoA(4-) arising from deprotonation of the phosphate and diphosphate OH groups of 2-aminobenzoylacetyl-CoA; major species at pH 7.3. It is a conjugate base of a 2-aminobenzoylacetyl-CoA.